C1(CCCC1)C1=NC(=C(C2=C1C=CN2)C(=O)OC)C2=CC=C(C=C2)CNC(=O)C2=C(C=CC(=C2)F)OC methyl 4-cyclopentyl-6-(4-{[(5-fluoro-2-methoxyphenyl) formamido] methyl} phenyl)-1H-pyrrolo[3,2-c]pyridine-7-carboxylate